C([C@@H](C(=O)N[C@@H](CS)C(=O)O)N)S The molecule is a dipeptide formed from two L-cysteine residues. It has a role as a Mycoplasma genitalium metabolite. It derives from a L-cysteine.